FC(OC=1C=C(C=CC1)NC1=NC=2C(N=C1NC1=CC(=CC=C1)OC(F)(F)F)=NON2)(F)F N5,N6-bis(3-(trifluoromethoxy)phenyl)-[1,2,5]oxadiazolo[3,4-b]pyrazine-5,6-diamine